Tert-butyl (S)-(1-hydroxyhex-5-en-2-yl)carbamate OC[C@H](CCC=C)NC(OC(C)(C)C)=O